2-({3-chloro-2-[(4-cyano-2-fluorophenyl)methoxy]-5,6,7,8-tetrahydro-1,7-naphthyridin-7-yl}methyl)-7-fluoro-1-{[(2S)-oxetan-2-yl]methyl}-1H-1,3-benzodiazole-6-carboxylic acid ClC=1C(=NC=2CN(CCC2C1)CC1=NC2=C(N1C[C@H]1OCC1)C(=C(C=C2)C(=O)O)F)OCC2=C(C=C(C=C2)C#N)F